C(N)(O[C@@H](CN1N=CN=N1)C1=C(C=CC=C1)Cl)=O (R)-1-(2-chlorophenyl)-2-tetrazol-2-yl-ethyl carbamate